ClC=1C(=NC=CC1)N1N=CC(=C1C(F)(F)F)C(=O)NC1=CC(=C(C=C1)OC1=C2C(=NC=C1)NC(N2C(C)C)=O)F 1-(3-chloropyridine-2-yl)-N-(3-fluoro-4-((1-isopropyl-2-oxo-2,3-dihydro-1H-imidazo[4,5-b]pyridine-7-yl)oxy)phenyl)-5-(trifluoromethyl)-1H-pyrazole-4-carboxamide